3-((5H-imidazo[5,1-a]isoindol-5-yl)methyl)-N-methylpyridin-2-amine C=1N=CN2C1C1=CC=CC=C1C2CC=2C(=NC=CC2)NC